tert-butyl (R)-3-(3-((2-(4-fluoro-2-(trifluoromethyl)phenyl)-2-azaspiro[3.3]heptan-6-yl)oxy)-6-(1-propyl-1H-pyrazol-5-yl)picolinamido)pyrrolidine-1-carboxylate FC1=CC(=C(C=C1)N1CC2(C1)CC(C2)OC=2C(=NC(=CC2)C2=CC=NN2CCC)C(=O)N[C@H]2CN(CC2)C(=O)OC(C)(C)C)C(F)(F)F